C(CCC)[PH2]=O n-butylphosphin oxide